COC1=CC=C(C=C1)N1OC(=CC1C)C N-(4-methoxyphenyl)-3,5-dimethylisoxazole